C(C(C)(C)C)(=O)OC(C(C(C)OC(C(C)(C)C)=O)C)C1=CC=CC=C1 phenyl-2-methyl-1,3-butanediol dipivalate